ClC=1C=C(C=CC1O)C1(CC1)C(=O)O 1-(3-chloro-4-hydroxyphenyl)cyclopropanecarboxylic acid